C(C1=CC=CC=C1)(C1=CC=CC=C1)(C1=CC=CC=C1)[N@@]1C(C1)C(=O)OCC1=CC=CC=C1 benzyl (S)-1-tritylaziridine-2-carboxylate